CERIUM GADOLINIUM [Gd].[Ce]